6-(4-chlorophenyl)-2-(1-methyl-1H-pyrazol-4-yl)-3-oxo-N-[(2R)-1,1,1-trifluoro-3-hydroxypropan-2-yl]-2,3-dihydropyridazine-4-carboxamide ClC1=CC=C(C=C1)C=1C=C(C(N(N1)C=1C=NN(C1)C)=O)C(=O)N[C@@H](C(F)(F)F)CO